2-cyclohexylamino-4-(4-(2-(2-pyridyl)ethenyl)anilino)pyrimidine tert-butyl-(2S)-3-hydroxy-2-methyl-5-oxopyrrolidine-1-carboxylate C(C)(C)(C)OC(=O)N1[C@H](C(CC1=O)O)C.C1(CCCCC1)NC1=NC=CC(=N1)NC1=CC=C(C=C1)C=CC1=NC=CC=C1